(3R)-3-((((9H-fluoren-9-yl)methoxy)carbonyl)amino)-4-((tert-butyldimethylsilyl)oxy)-1-oxo-1-(tritylamino)butan-2-yl formate C(=O)OC(C(NC(C1=CC=CC=C1)(C1=CC=CC=C1)C1=CC=CC=C1)=O)[C@@H](CO[Si](C)(C)C(C)(C)C)NC(=O)OCC1C2=CC=CC=C2C=2C=CC=CC12